NCC1=NNC(C2=CC=C(C=C12)C=1C=NN(C1C1=C(C2=CC=CC=C2CC1F)C#N)C)=O 2-(4-(4-(aminomethyl)-1-oxo-1,2-dihydro-phthalazin-6-yl)-1-methyl-1H-pyrazol-5-yl)-3-fluoro-3,4-dihydro-naphthalene-1-carbonitrile